(1-(3-cyclopropylmethoxy-4-methoxyphenyl)-2-(2,6-dimethyl-4-carbonylpyridin-1(4H)-yl) ethyl) cyclopropanecarboxylate C1(CC1)C(=O)OC(CN1C(=CC(C=C1C)=C=O)C)C1=CC(=C(C=C1)OC)OCC1CC1